C(C(C)C)C1(C=CC=C1)[Li] Isobutyl-cyclopentadienyl-lithium